COC1=C(C=C2C(N=C(N(C2=C1)C)C)=O)O[C@@H]1COCC1 (S)-7-methoxy-1,2-dimethyl-6-((tetrahydrofuran-3-yl)oxy)quinazolin-4(1H)-one